(S)-2-(4,4-difluorocyclohexane-1-carboxamido)-4-((2-methoxyethyl)(4-(5,6,7,8-tetrahydro-1,8-naphthyridin-2-yl)butyl)amino)butanoic acid FC1(CCC(CC1)C(=O)N[C@H](C(=O)O)CCN(CCCCC1=NC=2NCCCC2C=C1)CCOC)F